Tert-Butyl N-[8-(1,3-Dioxoisoindol-2-Yl) Octyl]-N-Methylcarbamate O=C1N(C(C2=CC=CC=C12)=O)CCCCCCCCN(C(OC(C)(C)C)=O)C